(R)-4-methyl-5-(1-propionyl-5-(thiophen-3-yl)-4,5-dihydro-1H-pyrazol-3-yl)thieno[2,3-b]pyridin-6(7H)-one CC=1C2=C(NC(C1C1=NN([C@H](C1)C1=CSC=C1)C(CC)=O)=O)SC=C2